2-(4-aminophenyl)acetic acid tert-butyl ester C(C)(C)(C)OC(CC1=CC=C(C=C1)N)=O